methyl α-D-glucopyranosid O([C@@H]1[C@H](O)[C@@H](O)[C@H](O)[C@H](O1)CO)C